CON=C(C(=O)[O-])C.[Zn+2].CON=C(C(=O)[O-])C zinc (II) methoxyiminopropionate